CC(C#C)(C)CCP(OCCC=C)([O-])=O (3-butenyl) (1,1-dimethyl-2-propynyl)ethylphosphonate